(E)-4-(Dimethylamino)-N-(2-(4-fluoro-2-hydroxy-5-isopropylbenzoyl)-1,2,3,4-tetrahydroisoquinolin-7-yl)-N-methylbut-2-enamide CN(C/C=C/C(=O)N(C)C1=CC=C2CCN(CC2=C1)C(C1=C(C=C(C(=C1)C(C)C)F)O)=O)C